C12(OCCC3=CC=CC=C13)CCCCC2 Spiro[cyclohexane-1,1'-isochromane]